2-(4-(4-((3-chlorobenzyl)amino)-6-(3,5-dimethylisoxazol-4-yl)quinazolin-2-yl)-1H-pyrazol-1-yl)-N,N-dimethylacetamide ClC=1C=C(CNC2=NC(=NC3=CC=C(C=C23)C=2C(=NOC2C)C)C=2C=NN(C2)CC(=O)N(C)C)C=CC1